N1=C(C=CC=C1)CN(CC1=NC=CC=C1)CC1=NC=CC=C1 Tri(2-pyridylmethyl)amine